3-bromo-6-(pyridin-4-yl)pyrazolo[1,5-a]pyridine BrC=1C=NN2C1C=CC(=C2)C2=CC=NC=C2